C(C)(C)(C)OC(=O)N1CC2=CC(=CC=C2CC1)OCC1=NC=C(C=C1)Cl 7-((5-chloropyridin-2-yl)methoxy)-3,4-dihydroisoquinoline-2(1H)-carboxylic acid tert-butyl ester